3-(2,6-dimethylphenyl)-1-Methyl-N6-(1,2,3,4-tetrahydroisoquinolin-7-yl)-1H-pyrazolo[3,4-d]pyrimidine-3,6-diamine CC1=C(C(=CC=C1)C)C1(NN(C2=NC(=NC=C21)NC2=CC=C1CCNCC1=C2)C)N